C(C)(=O)O.ClC1=C(C=NNC(N)=N)C(=CC=C1)Cl 2-(2,6-dichlorobenzylidene)hydrazine-carboximidamide acetate salt